3,6,12,15-tetraoxa-9-thiaheptadec-1,16-diene C=COCCOCCSCCOCCOC=C